[2H]C(C1=CNC=C1)(C1=CC(=CC=C1)F)[2H] 3-[dideuterio-(3-fluorophenyl)methyl]-1H-pyrrole